N1,N1',N1''-([1,1'-Biphenyl]-3,3',5-triyltris(methylene))tris(N3-(3-(isobutylamino)propyl)propane-1,3-diamine), hydrochloride salt Cl.C1(=CC(=CC(=C1)CNCCCNCCCNCC(C)C)CNCCCNCCCNCC(C)C)C1=CC(=CC=C1)CNCCCNCCCNCC(C)C